racemic-acetyl-tetrahydroquinoline C(C)(=O)N1CCCC2=CC=CC=C12